2-bromo-6,7,8,9-tetrahydro-5H-benzo[7]annulene BrC=1C=CC2=C(CCCCC2)C1